CC1=C(C(=CC=C1)C)C1=CC=NC2=CC(=CC=C12)O[C@@H](C(=O)N1C[C@H](CCC1)C(=O)OCC)C ethyl (3S)-1-[(2R)-2-[[4-(2,6-dimethylphenyl)-7-quinolyl]oxy]propanoyl]piperidine-3-carboxylate